C(C)(C)(C)C1=NNC2=NC=NC=C21 tert-butyl-pyrazolo[3,4-d]pyrimidin